Ethyl 3-cyano-3-(2-nitrophenyl)propanoate C(#N)C(CC(=O)OCC)C1=C(C=CC=C1)[N+](=O)[O-]